ClC1=NN2C(N=CC3=C2[C@@](CN3C(=O)NC3=CC(=NC=C3)C(F)(F)F)(C(F)(F)F)C)=C1 (R)-2-chloro-8-methyl-8-(trifluoromethyl)-N-(2-(trifluoromethyl)pyridin-4-yl)-7,8-dihydro-6H-pyrazolo[1,5-a]pyrrolo[2,3-e]pyrimidine-6-carboxamide